C1(CC1)S(=O)(=O)NC=1C=C(C=CC1)NC(=O)N1CCN(CC1)C(C1=CC(=CC=C1)F)=O N-(3-(cyclopropanesulfonamido)phenyl)-4-(3-fluorobenzoyl)piperazine-1-carboxamide